FC(C1=NC(=NO1)C=1C=CC(=NC1)N1C2CN(C(C1)C2)C(=O)C2=NC=C(C=C2)C(F)(F)F)(F)F (5-(5-(5-(trifluoromethyl)-1,2,4-oxadiazol-3-yl)pyridin-2-yl)-2,5-diazabicyclo[2.2.1]heptan-2-yl)(5-(trifluoromethyl)pyridin-2-yl)methanone